gadolinium-erbium [Er].[Gd]